(8R,9S,13S,14S)-2-hydroxy-13-methyl-17-oxo-7,8,9,11,12,13,14,15,16,17-decahydro-6H-cyclopenta[a]phenanthrene-3-carboxylic acid OC1=CC=2[C@H]3CC[C@@]4(C(CC[C@H]4[C@@H]3CCC2C=C1C(=O)O)=O)C